(4-isobutoxyphenyl)boric acid C(C(C)C)OC1=CC=C(C=C1)OB(O)O